5-methyl-3,4-diphenyl-isoxazole CC1=C(C(=NO1)C1=CC=CC=C1)C1=CC=CC=C1